C1OC=2C=C(C=CC2O1)NC(=O)C=1C=C2C=CN(C2=CC1)CC1=CC=C(C=C1)C(NO)=O N-(3,4-methylenedioxyphenyl)-1-(4-(hydroxycarbamoyl)benzyl)-1H-indole-5-carboxamide